((tert-Butyldimethylsilyl)oxy)-7-((E)-1-iodoprop-1-en-2-yl)-2-(4-methoxyphenyl)-6,13a-dimethyl-3a,6,7,10,11,12,13,13a-octahydro-9H-[1,3]dioxolo[4,5-f][1]oxacyclododecin-9-one [Si](C)(C)(C(C)(C)C)OC12C=CC(C(OC(CCCCC1(OC(O2)C2=CC=C(C=C2)OC)C)=O)/C(=C/I)/C)C